(3aR,5r,6aS)-2-(5-bicyclo[2.2.1]hept-2-enylmethyl)-N-[4-(1,3-dimethylpyrazol-4-yl)-2,3-difluoro-phenyl]-3,3a,4,5,6,6a-hexahydro-1H-cyclopenta[c]pyrrol-5-amine C12C=CC(C(C1)CN1C[C@@H]3[C@H](C1)CC(C3)NC3=C(C(=C(C=C3)C=3C(=NN(C3)C)C)F)F)C2